3-(benzenesulfonyl)-1,2,5-oxadiazole-2-oxide C1(=CC=CC=C1)S(=O)(=O)C1=[N+](ON=C1)[O-]